5-chloro-(1R,3R,4S,5R)-3-((5-chloro-4-(4-fluoro-2-(2-hydroxypropan-2-yl)-1-isopropyl-1H-benzo[d]imidazol-6-yl)pyrimidin-2-yl)amino)-1-phenyl-6,8-dioxabicyclo[3.2.1]octan-4-ol Cl[C@]12[C@H]([C@@H](C[C@@](CO1)(O2)C2=CC=CC=C2)NC2=NC=C(C(=N2)C=2C=C(C1=C(N(C(=N1)C(C)(C)O)C(C)C)C2)F)Cl)O